O[C@H](C(=O)O)CC(=O)O.N1C=C(C=C1)C(=O)N pyrrole-3-carboxamide (S)-2-hydroxysuccinate